1-methylpyrimidine-2,4,6(1H,3H,5H)-trione CN1C(NC(CC1=O)=O)=O